1,4-diacrylpiperazine C(=O)(C=C)N1CCN(CC1)C(=O)C=C